alpha-methyl-p-isopropyldihydrocinnamaldehyde CC(C=O)CC1=CC=C(C=C1)C(C)C